(3R,4S)-4-aminotetrahydro-2H-pyran-3-ol N[C@@H]1[C@H](COCC1)O